3,3'-Bis(trifluoromethyl)benzidine FC(C=1C=C(C=CC1N)C1=CC(=C(N)C=C1)C(F)(F)F)(F)F